C(C=C)N1N(C2=NC(=NC=C2C1=O)NC1=CC=C(C=C1)F)C1=NC(=NC=C1)OC1CCNCC1 2-allyl-6-((4-fluorophenyl)amino)-1-(2-((piperidin-4-yl)oxy)pyrimidin-4-yl)-1,2-dihydro-3H-pyrazolo[3,4-d]pyrimidin-3-one